aluminum hydroxide lithium salt [Li+].[OH-].[Al+3].[OH-].[OH-].[OH-]